Cl.Cl.Cl.F[C@H]1C(NC(C[C@H]1OC1=CC=C(N=N1)C1=NC=C(C=C1O)C=1C=CC=2N(C1)C=C(N2)C)(C)C)(C)C 2-(6-{[(3S,4R)-3-fluoro-2,2,6,6-tetramethylpiperidin-4-yl]oxy}pyridazin-3-yl)-5-(2-methylimidazo[1,2-a]pyridin-6-yl)pyridin-3-ol trihydrochloride